S1C(=NC2=C1C=CC=C2)N2CCN(CC2)C(=O)C=2C(=NC(=C(C2O)C2=C(C=CC=C2OC)OC)CCCC)O 3-[4-(1,3-benzothiazol-2-yl)piperazine-1-carbonyl]-6-butyl-5-(2,6-dimethoxyphenyl)pyridine-2,4-diol